C1(CC1)COC=1SC=C(N1)C1=CC(=C(C(=C1)F)N1CC(CC1)CC(=O)OCC)F Ethyl {1-[4-(2-cyclopropylmethoxy-thiazol-4-yl)-2,6-difluoro-phenyl]-pyrrolidin-3-yl}-acetate